6-(isopropyldithio)-guanosine C(C)(C)SSC1(C=2N=CN([C@H]3[C@H](O)[C@H](O)[C@@H](CO)O3)C2N=C(N1)N)O